C1=NC2=C3C(C(NCCN13)=O)=CC=C2 8,9-dihydro-2,7,9a-triazabenzo[cd]azulen-6(7H)-one